C[C@H]1CN(C2=C(O1)N=C1C(=C2)C=CN1)C1=C(C(=O)N)C=CC=C1 2-((S)-3-methyl-2,3-dihydropyrrolo[3',2':5,6]pyrido[2,3-b][1,4]oxazin-1(6H)-yl)benzamide